8-bromo-1-ethyl-2,2,6-trifluoro-1,2,3,4-tetrahydronaphthalene BrC=1C=C(C=C2CCC(C(C12)CC)(F)F)F